OC1=C(C=CC(=C1)OCCC)C1=NC(=NC(=N1)C1=C(C=C(C=C1)OCCC)O)C1=C(C=C(C=C1)C)C 2,4-bis(2-hydroxy-4-propyl-oxyphenyl)-6-(2,4-dimethyl-phenyl)-1,3,5-triazine